ClC=1N=C(C2=C(N1)CCC2)N(CC(=O)NC=2C=NC(=CC2)C)C 2-([2-chloro-5H,6H,7H-cyclopenta[d]pyrimidin-4-yl](methyl)amino)-N-(6-methylpyridin-3-yl)acetamide